CC=1C=C(C=C(C1)C)NC(CC1=CC=C(C=C1)O)=O N-(3,5-dimethylphenyl)-2-(4-hydroxyphenyl)acetamide